C(C)(C)(C)OC(=O)N1CCN(CC1)C1=NC=NC2=C(C(=C(C=C12)Cl)C1=NC(=CC2=CC=CC(=C12)F)N)F 4-(7-(3-amino-8-fluoroisoquinolin-1-yl)-6-chloro-8-fluoroquinazolin-4-yl)piperazine-1-carboxylic acid tert-butyl ester